C(C)(C)(C)OC(=O)N1[C@H]([C@@](CCC1)(CC=C)[N+](=O)[O-])CO[C@@H]1CC[C@@H](CC1)C1=CC=CC=C1 |o1:8,9| tert-butyl-rel-(2R,3R)-3-nitro-3-(prop-2-en-1-yl)-2-({[(CIS)-4-phenylcyclohexyl]oxy}methyl)piperidine-1-carboxylate